CC=1C=C(C=CC1)N(C1=CC=C(C=C1)C1=CC=C(C=C1)N(C1=CC=CC=C1)C1=CC(=CC=C1)C)C1=CC=CC=C1 N,N'-bis(3-methylphenyl)-N,N'-diphenyl-(1,1-biphenyl)-4,4'-diamine